3-Bromo-N,N-dimethyl-1-tosyl-1H-indole-5-carboxamide BrC1=CN(C2=CC=C(C=C12)C(=O)N(C)C)S(=O)(=O)C1=CC=C(C)C=C1